8-amino-1,3,6-naphthalenetrisulfonic acid NC=1C=C(C=C2C=C(C=C(C12)S(=O)(=O)O)S(=O)(=O)O)S(=O)(=O)O